Cerium-samarium [Sm].[Ce]